ClC1=CN=CS1 5-chlorothiazol